tert-butyl 3-((2-chloroacetamido) methyl)-3-hydroxyazetidine-1-carboxylate ClCC(=O)NCC1(CN(C1)C(=O)OC(C)(C)C)O